OC(CC(=O)N1CC2(CC2)C[C@H]1C(=O)N[C@@H](C[C@H]1C(NCC1)=O)C(COC(F)(F)F)=O)(C)C (S)-5-(3-hydroxy-3-methylbutanoyl)-N-((S)-3-oxo-1-((S)-2-oxopyrrolidin-3-yl)-4-(trifluoromethoxy)butan-2-yl)-5-azaspiro[2.4]heptane-6-carboxamide